3-(8-(dimethylamino)-1-((1-fluorocyclopropyl)methyl)-2-oxo-8-phenyl-1,3-diazaspiro[4.5]decan-3-yl)-2,2-dimethylpropanamide CN(C1(CCC2(CN(C(N2CC2(CC2)F)=O)CC(C(=O)N)(C)C)CC1)C1=CC=CC=C1)C